Cl.C(C)(=O)OC1CNCCC1 piperidin-3-yl acetate hydrochloride